N1=C2C(=CC(=C1)C(=O)OCC)CN(C2)C(=O)OC(C)(C)C 6-(tert-butyl) 3-ethyl 5,7-dihydro-6H-pyrrolo[3,4-b]pyridine-3,6-dicarboxylate